CC1=C(C=NC(=C1)C1=NNC=C1)C=1C=NC2=CC(=NC=C2C1)NC(=O)C1CC1 N-(3-(4-methyl-6-(1H-pyrazol-3-yl)pyridin-3-yl)-1,6-naphthyridin-7-yl)cyclopropane-1-carboxamide